(R)-Methyl 7-((4-((1-(5-bromocyclohexa-1,5-dien-1-yl)ethyl)amino)-6-methoxy-2-methylquinazolin-7-yl)oxy)heptanoate BrC=1CCC=C(C1)[C@@H](C)NC1=NC(=NC2=CC(=C(C=C12)OC)OCCCCCCC(=O)OC)C